BrC1=CC(=CC(=N1)C[C@H](CO)NC(OC(C)(C)C)=O)C tertbutyl (R)-(1-(6-bromo-4-methylpyridin-2-yl)-3-hydroxypropan-2-yl)carbamate